CC1(OCCN(C1)C=1N=C(C2=C(N1)N=CC=C2)NCC=2C(=NC=CC2)C(F)(F)F)C 2-(2,2-dimethylmorpholino)-N-((2-(trifluoromethyl)pyridin-3-yl)methyl)pyrido[2,3-d]pyrimidin-4-amine